decene-1,10-dicarbonitrile C(=CCCCCCCCCC#N)C#N